(R,E)-N-(1-(3,4-dimethoxyphenyl)ethyl)-3-(5-(2-(dimethylamino)ethoxy)-1H-pyrrolo[2,3-b]pyridin-3-yl)acrylamide COC=1C=C(C=CC1OC)[C@@H](C)NC(\C=C\C1=CNC2=NC=C(C=C21)OCCN(C)C)=O